2-cyclopropoxy-5-(4,4,5,5-tetramethyl-1,3,2-dioxaborolan-2-yl)pyridine C1(CC1)OC1=NC=C(C=C1)B1OC(C(O1)(C)C)(C)C